4,6-bis(1,1-Dimethylethoxy)-2-(4-pyridyl)-5-trifluoromethylpyrimidine CC(C)(OC1=NC(=NC(=C1C(F)(F)F)OC(C)(C)C)C1=CC=NC=C1)C